(R)-2-(4-chlorophenyl)-1-(4-((5R,7R)-7-hydroxy-5-methyl-6,7-dihydro-5H-cyclopenta[d]pyrimidin-4-yl)piperazin-1-yl)-3-(4-hydroxypiperidin-1-yl)propan-1-one ClC1=CC=C(C=C1)[C@@H](C(=O)N1CCN(CC1)C=1C2=C(N=CN1)[C@@H](C[C@H]2C)O)CN2CCC(CC2)O